N-acetylhydroxyproline C(C)(=O)N1[C@@H](C[C@@H](O)C1)C(=O)O